ClC1=CC=C(C=N1)N(C1=NC=CC2=CC(=CC=C12)OCC1(CC1)C(=O)OCC)COCC[Si](C)(C)C ethyl 1-(((1-((6-chloropyridin-3-yl)((2-(trimethylsilyl)ethoxy)methyl)amino)isoquinolin-6-yl)oxy)methyl)cyclopropane-1-carboxylate